N-(7-((2,4-dimethoxybenzyl)amino)-1-methyl-1H-pyrazolo[3,4-c]pyridin-4-yl)-2-(5-methyl-2-(5-(trifluoromethyl)pyridin-2-yl)piperidin-1-yl)-2-oxoacetamide COC1=C(CNC=2N=CC(=C3C2N(N=C3)C)NC(C(=O)N3C(CCC(C3)C)C3=NC=C(C=C3)C(F)(F)F)=O)C=CC(=C1)OC